N-(4-hydroxyphenyl)-N-[(3-methoxy-2-methyl-phenyl)methyl]-3-[2-[(3S)-3-(morpholinomethyl)-3,4-dihydro-1H-isoquinoline-2-carbonyl]phenyl]-5,6,7,8-tetrahydroindolizine-1-carboxamide OC1=CC=C(C=C1)N(C(=O)C=1C=C(N2CCCCC12)C1=C(C=CC=C1)C(=O)N1CC2=CC=CC=C2C[C@H]1CN1CCOCC1)CC1=C(C(=CC=C1)OC)C